C(C)OC=1C=C(C=2N(C1)N=CC2C#N)C=2C=NC(=CC2)N2CC1N(C(C2)C1)CC1=NC(=CC=C1)C 6-ethoxy-4-(6-(6-((6-methylpyridin-2-yl)methyl)-3,6-diazabicyclo[3.1.1]heptan-3-yl)pyridin-3-yl)pyrazolo[1,5-a]pyridine-3-carbonitrile